N-methyl-5-((5-(4-(trifluoromethyl)phenyl)oxazol-2-yl)amino)picolinamide CNC(C1=NC=C(C=C1)NC=1OC(=CN1)C1=CC=C(C=C1)C(F)(F)F)=O